(S)-2-((5-Amino-6-fluoro-1H-pyrrolo[3,2-b]pyridin-2-yl)methyl)-5-fluoro-1'-((R*)-1-(1-methylcyclopropyl)ethyl)spiro[isoindoline-1,3'-pyrrolidine]-2',3-dione NC1=C(C=C2C(=N1)C=C(N2)CN2C(C1=CC(=CC=C1[C@@]21C(N(CC1)[C@H](C)C1(CC1)C)=O)F)=O)F |o1:24|